BrC=1C=C(OC2=CC=3N(C4=C(C(=C(C(=C4C3C(=C2[2H])[2H])[2H])[2H])[2H])[2H])C2=NC=CC(=C2)C(C)(C)C)C=CC1 2-(3-bromophenoxy)-9-(4-(tert-butyl)pyridin-2-yl)-9H-carbazole-3,4,5,6,7,8-d